tert-butyl (5-(7-bromo-2,4-dioxo-2H-benzo[d][1,3]oxazin-1(4H)-yl)pentyl)carbamate BrC=1C=CC2=C(N(C(OC2=O)=O)CCCCCNC(OC(C)(C)C)=O)C1